ClC1=C(C(=CC=C1Cl)OC)C1(CC2(CN(C2)C(=O)OC(C)(C)C)C1)O tert-butyl 6-(2,3-dichloro-6-methoxyphenyl)-6-hydroxy-2-azaspiro[3.3]heptane-2-carboxylate